inosine-5'-carboxylic acid [C@@H]1([C@H](O)[C@H](O)[C@@H](C(O)C(=O)O)O1)N1C=NC=2C(O)=NC=NC12